N-{5-[1-(4-ethylphenyl)-1H-pyrazol-4-yl]-1H-indol-3-yl}cyclobutane-carboxamide C(C)C1=CC=C(C=C1)N1N=CC(=C1)C=1C=C2C(=CNC2=CC1)NC(=O)C1CCC1